methyl 2-(cyclopropylmethyl)-5-(3,4-difluorophenyl)-1H-pyrrole-3-carboxylate C1(CC1)CC=1NC(=CC1C(=O)OC)C1=CC(=C(C=C1)F)F